4-bromo-3,6-dihydro-2H-pyran-5-carbonitrile BrC=1CCOCC1C#N